C1(O[Se][Se]O1)=O diseleno carbonate